6-(4-fluorophenyl)-8-methoxy-N-((2-(trifluoromethyl)pyridin-3-yl)methyl)quinazolin-4-amine FC1=CC=C(C=C1)C=1C=C2C(=NC=NC2=C(C1)OC)NCC=1C(=NC=CC1)C(F)(F)F